iso-propyl maleate C(\C=C/C(=O)[O-])(=O)OC(C)C